FC1=C(CNC2=NC=NC(=C2[N+](=O)[O-])OC2(CC2)C)C=CC=C1F N-(2,3-difluorobenzyl)-6-(1-methylcyclopropoxy)-5-nitropyrimidin-4-amine